CC(C(=O)OCOC=1C(=NC=CC1OC)C(N[C@H](C(=O)O[C@@H](C)C1(CC1)C1=CC=CC2=CC=CC=C12)C)=O)C [4-methoxy-2-[[(1S)-1-methyl-2-[(1S)-1-[1-(1-naphthyl)cyclopropyl]ethoxy]-2-oxo-ethyl]carbamoyl]-3-pyridyl]oxymethyl 2-methylpropanoate